trans-methyl 3-(4-(5-chloro-6-(4-(3-methyloxetan-3-yl)piperazin-1-yl)-1H-indazol-1-yl)-1H-pyrazol-1-yl)cyclobutane-1-carboxylate ClC=1C=C2C=NN(C2=CC1N1CCN(CC1)C1(COC1)C)C=1C=NN(C1)[C@@H]1C[C@H](C1)C(=O)OC